3-bromo-6-(ethylsulfanyl)-4-fluoro-2-methoxypyridine BrC=1C(=NC(=CC1F)SCC)OC